tert-butyl 6-(2-chloro-5-fluoropyrimidin-4-yl)-4-(dimethylphosphoryl)-3-methyl-1-oxoisoindoline-2-carboxylate ClC1=NC=C(C(=N1)C1=CC(=C2C(N(C(C2=C1)=O)C(=O)OC(C)(C)C)C)P(=O)(C)C)F